ClC1=C2N=CN(C2=NC=N1)C(CCO)CCCCCCCCC 3-(6-Chloro-9H-purin-9-yl)dodecan-1-ol